3-(2-Boronoethyl)-2-hydroxy-6-[(1-D-phenylalanyl-azetidin-3-yl)oxy]benzoic acid B(O)(O)CCC=1C(=C(C(=O)O)C(=CC1)OC1CN(C1)C([C@H](N)CC1=CC=CC=C1)=O)O